ClC1=C(C(=CC=C1)Cl)CN1C=C(C2=CC=CC=C12)C(=O)NC1=C(C=CC=C1F)F 1-[(2,6-dichlorophenyl)methyl]-N-(2,6-difluorophenyl)indole-3-carboxamide